di-tert-butyl (3-(1-(3-fluoro-5-iodobenzyl)-2-oxo-1,2-dihydropyridin-4-yl)-5-morpholino-1H-pyrrolo[2,3-b]pyridin-1-yl)methyl phosphate P(=O)(OC(C)(C)C)(OC(C)(C)C)OCN1C=C(C=2C1=NC=C(C2)N2CCOCC2)C2=CC(N(C=C2)CC2=CC(=CC(=C2)I)F)=O